3-[(3-chloro-2-methoxyphenyl)amino]-2-(6-fluoro-1,5-naphthyridin-4-yl)-7-(methoxymethyl)-1H,5H,6H,7H-pyrrolo[3,2-c]pyridin-4-one ClC=1C(=C(C=CC1)NC1=C(NC2=C1C(NCC2COC)=O)C2=CC=NC1=CC=C(N=C21)F)OC